CC1=C(C=C(C=C1)[C@]12[C@@H]([C@H]([C@@H]([C@](CO1)(O2)C(C)(C)O)OCC2=CC=CC=C2)OCC2=CC=CC=C2)OCC2=CC=CC=C2)CC2=CC=C(C=C2)CCCC(=O)O 4-[4-[[2-methyl-5-[(1S,2S,3S,4R,5S)-2,3,4-tribenzyloxy-1-(1-hydroxy-1-methyl-ethyl)-6,8-dioxabicyclo[3.2.1]octan-5-yl]phenyl]methyl]phenyl]butyric acid